C(C(C)C)(=O)OC1=CC2=CC=C(C(=C2C(=C1)C1=C(C=2N=C(N=C(C2C=N1)N1C[C@H]2CC[C@@H](C1)N2C(C=C)=O)OC[C@H]2N(CCC2)C)F)C#C)F 4-(4-((1R,5S)-8-acryloyl-3,8-diazabicyclo[3.2.1]octan-3-yl)-8-fluoro-2-(((S)-1-methylpyrrolidin-2-yl)methoxy)pyrido[4,3-d]pyrimidin-7-yl)-5-ethynyl-6-fluoronaphthalen-2-yl isobutyrate